4-[(2-chloro-5-fluorobenzyl)amino]-2-[(1-methyl-1H-pyrazol-4-yl)amino]pyrimidin-5-carboxamide ClC1=C(CNC2=NC(=NC=C2C(=O)N)NC=2C=NN(C2)C)C=C(C=C1)F